(S)-1-N-tert-butoxycarbonyl-2-(aminoethyl)piperidine C(C)(C)(C)OC(=O)N1[C@@H](CCCC1)CCN